1-chloro-2,3-dimethyl-4-methylsulfonyloxybenzene ClC1=C(C(=C(C=C1)OS(=O)(=O)C)C)C